CC1=NN(C=C1NC1=NC=C(C(=N1)NCCCN1C(CCCCC1)=O)C(F)(F)F)CCCN1CCOCC1 1-(3-((2-((3-methyl-1-(3-morpholinopropyl)-1H-pyrazol-4-yl)amino)-5-(trifluoromethyl)pyrimidin-4-yl)amino)propyl)azepan-2-one